1-{8-fluoro-7-[7-fluoro-3-(methoxymethoxy)-8-[2-(triisopropylsilyl)ethynyl]naphthalen-1-yl]-2-(methylsulfanyl)pyrido[4,3-d]pyrimidin-5-yl}azetidine FC1=C(N=C(C2=C1N=C(N=C2)SC)N2CCC2)C2=CC(=CC1=CC=C(C(=C21)C#C[Si](C(C)C)(C(C)C)C(C)C)F)OCOC